C(C)(C)(C)OC(=O)N1[C@H](C[C@@H](C1)F)C1=C(C=CC(=C1)F)OCCCCNC1=C(C=NC2=CC=C(C=C12)Br)N (2R,4S)-2-(2-(4-(3-amino-6-bromoquinolin-4-ylamino)butoxy)-5-fluorophenyl)-4-fluoropyrrolidine-1-carboxylic acid tert-butyl ester